N-tert-butyl-3-(2-(4-(1-ethylpiperidin-4-yloxy)phenylamino)thieno-[3,2-d]pyrimidin-7-yl)benzenesulfonamide C(C)(C)(C)NS(=O)(=O)C1=CC(=CC=C1)C1=CSC2=C1N=C(N=C2)NC2=CC=C(C=C2)OC2CCN(CC2)CC